FC1=CC=C2CCN(CC2=C1)CC=1OC=CN1 (R)-7-fluoro-2-(oxazol-2-ylmethyl)-1,2,3,4-tetrahydroisoquinoline